((2R,7aS)-2-fluorotetrahydro-1H-pyrrolizin-7a(5H)-yl)methane-d2-ol F[C@@H]1C[C@@]2(CCCN2C1)C(O)([2H])[2H]